N-(4-([1,2,4]triazolo[1,5-a]pyridin-7-ylmethyl)-3-methylphenyl)-6-chloropyrido[3,4-d]pyrimidin-4-amine N=1C=NN2C1C=C(C=C2)CC2=C(C=C(C=C2)NC=2C1=C(N=CN2)C=NC(=C1)Cl)C